N-acetyl-L-alanyl-L-alanine (2-ethylhexyl)amide C(C)C(CNC([C@@H](NC([C@@H](NC(C)=O)C)=O)C)=O)CCCC